2-Chloro-4-((3R)-8-(4-(4-((4-(3-((2,6-dioxopiperidin-3-yl)amino)phenyl)piperazin-1-yl)methyl)piperidine-1-carbonyl)-3-fluorophenyl)-3-methyl-2,8-diazaspiro[4.5]decan-2-yl)benzonitrile ClC1=C(C#N)C=CC(=C1)N1CC2(C[C@H]1C)CCN(CC2)C2=CC(=C(C=C2)C(=O)N2CCC(CC2)CN2CCN(CC2)C2=CC(=CC=C2)NC2C(NC(CC2)=O)=O)F